OC1(CCN(CC1)C(=O)OC(C)(C)C)CC=1C=NC(=CC1)OC tert-butyl 4-hydroxy-4-[(6-methoxy-3-pyridyl)methyl]piperidine-1-carboxylate